CN1C(NC2=C1C=C(C=C2)N2CCC(CC2)C(=O)OC(C)(C)C)=O tert-butyl 1-(3-methyl-2-oxo-1H-benzimidazol-5-yl)piperidine-4-carboxylate